6-(5-(1-((tert-butyldimethylsilyl)oxy)ethyl)-1H-1,2,3-triazol-1-yl)-5-(difluoromethyl)pyridin-3-amine [Si](C)(C)(C(C)(C)C)OC(C)C1=CN=NN1C1=C(C=C(C=N1)N)C(F)F